OC1CCC(CC1)N1N=CC(=C1C)C=1C=C(C=2N(C1)N=CC2C#N)O[C@@H](C(F)(F)F)C2=NC=C(C=C2)F 6-(1-((1r,4R)-4-hydroxy-cyclohexyl)-5-methyl-1H-pyrazol-4-yl)-4-((R)-2,2,2-trifluoro-1-(5-fluoropyridin-2-yl)ethoxy)pyrazolo[1,5-a]pyridine-3-carbonitrile